ClC=1N=C2C(=C(C(N(C2=CC1)C)=O)C#N)N1CCC2(CC1)N(C1=CC=CC=C1C2)C 6-chloro-1-methyl-4-(1-methylspiro[indoline-2,4'-piperidine]-1'-yl)-2-oxo-1,5-naphthyridine-3-carbonitrile